C(C)(=O)N1C[C@@H]2C3=C(C[C@H](C1)N2C2=NC(=NO2)C2=CC=C(C=C2)F)N=C(S3)NC(=O)NC |o1:5,9| (-)-N-{(4R*,8R*)-6-acetyl-10-[3-(4-fluorophenyl)-1,2,4-oxadiazol-5-yl]-4,5,6,7,8,9-hexahydro-4,8-epimino[1,3]thiazolo[5,4-d]azocin-2-yl}-N'-methylurea